tert-butyl 7-ethynyl-3,4-dihydroisoquinolin-2(1H)-carboxylate C(#C)C1=CC=C2CCN(CC2=C1)C(=O)OC(C)(C)C